O1C(=CC=C1)C1=CC=CC(=N1)N1N=CC(=C1C(F)(F)F)C(=O)N 1-(6-(furan-2-yl)pyridin-2-yl)-5-(trifluoromethyl)-1H-pyrazole-4-carboxamide